1-(pyridin-2-yl)-3-pyrazolidone N1=C(C=CC=C1)N1NC(CC1)=O